Diethyl isocyanomethylphosphonate isocyanomethylphosphonate [N+](#[C-])CP(O)(O)=O.[N+](#[C-])CP(OCC)(OCC)=O